(2R,3S,4R,5R)-2-((S)-1-(4-chlorophenyl)ethyl)-5-(4-hydrazineylidene-1,4-dihydro-7H-pyrrolo[2,3-d]pyrimidin-7-yl)tetrahydrofuran-3,4-diol ClC1=CC=C(C=C1)[C@H](C)[C@H]1O[C@H]([C@@H]([C@@H]1O)O)N1C=CC2=C1NC=NC2=NN